3-((4-Chlorophenyl)diazenyl)-3-methyl-2,3-dihydro-4H-benzo[4,5]imidazo[2,1-b][1,3]thiazin-4-one ClC1=CC=C(C=C1)N=NC1(C(N2C(SC1)=NC1=C2C=CC=C1)=O)C